7-(4-Amino-5-methoxy-2-(methoxycarbonyl)phenyl)-2,7-diazaspiro[3.5]nonane-2-carboxylic acid tert-butyl ester C(C)(C)(C)OC(=O)N1CC2(C1)CCN(CC2)C2=C(C=C(C(=C2)OC)N)C(=O)OC